ClC=1C=CC=C2C(C(NC12)=O)=O 7-chloroindoline-2,3-dione